Francium naphthoic acid C1(=CC=CC2=CC=CC=C12)C(=O)O.[Fr]